C(#N)C1=C(C=C(C=N1)OC1C(C(C1(C)C)NC(=O)C1=NC=C(C=N1)N1CCC(CC1)CO)(C)C)C(F)(F)F N-((1r,3r)-3-((6-cyano-5-(trifluoromethyl)pyridin-3-yl)oxy)-2,2,4,4-tetramethylcyclobutyl)-5-(4-(hydroxymethyl)piperidin-1-yl)pyrimidine-2-carboxamide